3-ethyl-8-(4-(4-(4-ethylpiperazine-1-yl)piperidine-1-yl)-3-methoxyphenyl)-N2-(tetrahydro-2H-pyran-4-yl)pyridino[3,4-b]pyrazine-2,5-diamine C(C)C1=C(N=C2C(=N1)C(=NC=C2C2=CC(=C(C=C2)N2CCC(CC2)N2CCN(CC2)CC)OC)N)NC2CCOCC2